BrCCCCCOCCCCBr 1-Bromo-5-(4-bromobutoxy)-pentane